NC1=NC(=NC(=C1Br)C)N1CCC2(CC1)[C@@H](C1=CC=CC=C1C2)N[S@](=O)C(C)(C)C (R)-N-((S)-1'-(4-amino-5-bromo-6-methylpyrimidin-2-yl)-1,3-dihydrospiro[indene-2,4'-piperidine]-1-yl)-2-methylpropane-2-sulfinamide